C(CCCCCCCCCCC)OCCOCCOCCOCCOCCOCCOCCOCCO octaethylene glycol mono(n-dodecyl) ether